5-(3-ethynyl-4-nitro-2-(trifluoromethyl)phenoxy)-2-fluorobenzonitrile C(#C)C=1C(=C(OC=2C=CC(=C(C#N)C2)F)C=CC1[N+](=O)[O-])C(F)(F)F